CN1CCN(CC1)C(=O)O[C@@H]1CC[C@H](CC1)C(N(C1=NC=CC(=C1)C=1C=NN(C1)C(C)C)C[C@@H]1CC[C@H](CC1)C1=CC(=C(C=C1)OC)C#N)=O trans-4-(((trans-4-(3-Cyano-4-methoxy-phenyl)cyclohexyl)-methyl)(4-(1-iso-propyl-1H-pyrazol-4-yl)pyridin-2-yl)carbamoyl)cyclohexyl 4-methylpiperazine-1-carboxylate